Methyl-6-aminopyridine-3-carbaldehyde CC1=NC(=CC=C1C=O)N